COC=1C=C2C(=NC(=NC2=CC1OCCCN1CCCC1)NC(=O)NC)NC1=NNC(=C1)COC 1-(6-methoxy-4-((5-(methoxymethyl)-1H-pyrazol-3-yl)amino)-7-(3-(pyrrolidin-1-yl)propoxy)quinazolin-2-yl)-3-methylurea